(R)-4-(3-chloro-7-(1,4-dimethyl-1H-pyrazol-5-yl)isothiazolo[4,5-b]pyridin-5-yl)-3-methylmorpholine ClC1=NSC=2C1=NC(=CC2C2=C(C=NN2C)C)N2[C@@H](COCC2)C